bromo-3-fluoro-4-methoxybenzonitrile BrC1=C(C#N)C=CC(=C1F)OC